O1C(=NC2=C1C=CC=C2)NC2=NC(C1=C(N2)CN(C1=O)CC1=CC=CC=C1)C1=C(C=CC=C1)Cl 2-(benzo[d]oxazol-2-ylamino)-6-benzyl-4-(2-chlorophenyl)-1,4,6,7-tetrahydro-5H-pyrrolo[3,4-d]pyrimidin-5-one